FC=1C=C(C=C(C1C=1C=NC(=CC1)C(F)(F)F)C=1N=NNN1)N 3-fluoro-5-(2H-tetrazol-5-yl)-4-(6-(trifluoromethyl)pyrid-3-yl)phenylamine